FC=1C(N(C=C(C1)CCN1CC(C1)F)C(C(=O)O)[C@@H](CC)C)=O (3R)-2-(3-fluoro-5-(2-(3-fluoroazetidin-1-yl)ethyl)-2-oxopyridin-1(2H)-yl)-3-methylpentanoic acid